2-(2-Fluorophenyl)spiro[5,7-dihydropyrazolo[5,1-b][1,3]oxazine-6,1'-cyclopropane]-3-carboxylic acid FC1=C(C=CC=C1)C1=NN2C(OCC3(CC3)C2)=C1C(=O)O